FC1=CC=CC=2NC(=NC21)CCC2=CC(=CC1=NC3=CC=CC=C3C=C21)C=2OC=C(N2)C(=O)NCC=2N=NC=CC2 2-{1-[2-(4-fluoro-1H-1,3-benzodiazol-2-yl)ethyl]acridin-3-yl}-N-(pyridazin-3-ylmethyl)-1,3-oxazole-4-carboxamide